3-((6-methyl-2-((2-(o-tolyl)benzo[d]thiazol-6-yl)amino)quinazolin-4-yl)amino)propan-1-ol CC=1C=C2C(=NC(=NC2=CC1)NC1=CC2=C(N=C(S2)C2=C(C=CC=C2)C)C=C1)NCCCO